7-cyano-2,2-dimethyl-N-phenethyl-3,4-dihydroquinoline-1(2H)-carboxamide C(#N)C1=CC=C2CCC(N(C2=C1)C(=O)NCCC1=CC=CC=C1)(C)C